ClC=1C=C(C=C2C(=C(C=NC12)C#N)NCC(C)(C)C)N[C@H](C=1N=NN(C1)C1(CC1)C(F)(F)F)C=1C=NC(=CC1)OC (S)-8-chloro-6-(((6-methoxypyridin-3-yl)(1-(1-(trifluoromethyl)cyclopropyl)-1H-1,2,3-triazol-4-yl)methyl)amino)-4-(neopentylamino)quinoline-3-carbonitrile